C(=O)(OC(C)(C)C)N1C(C(C2=C(C=CC=C12)F)F)=O N-Bocdifluoroindolone